4-((4-(3-hydroxyazetidin-1-yl)cyclohexyl)oxy)-2-methylthiazole-5-carboxylic acid, lithium salt [Li+].OC1CN(C1)C1CCC(CC1)OC=1N=C(SC1C(=O)[O-])C